C(C)(C)(C)OC(=O)N([C@H](C(=O)N(C)C1(CCC1)C(=O)N[C@@H](COC=1C=NC2=CC=C(C=C2C1C(=O)O)F)CC1=CC=CC=C1)CC(C)C)C 3-((R)-2-(1-((S)-2-((tert-butoxycarbonyl)(methyl)amino)-N,4-dimethylpentanamido)cyclobutane-1-carboxamido)-3-phenylpropoxy)-6-fluoroquinoline-4-carboxylic acid